ClC1=C(C=CC=C1)C(\C=C\C1=CC=C(C=C1)OCCO[C@@H]1[C@@H]([C@@H]2CC[C@H]([C@@H]3CC[C@]4(OO[C@]32[C@H](O1)O4)C)C)C)=O (E)-1-(2-Chlorophenyl)-3-[4-[2-[[(1R,4S,5R,8S,9R,10S,12R,13R)-1,5,9-trimethyl-11,14,15,16-tetraoxatetracyclo[10.3.1.04,13.08,13]hexadecan-10-yl]oxy]ethoxy]phenyl]prop-2-en-1-one